CN(C=1C=C(C=CC1)C1=NNC(=C1)N)C 3-[3-(dimethylamino)phenyl]-1H-pyrazol-5-amine